5-{2-acetamidoimidazo[1,2-b]pyridazin-6-yl}-2,6-dimethyl-N-{[3-(2,2,2-trifluoroethoxy)pyridin-2-yl]methyl}pyridine-3-carboxamide C(C)(=O)NC=1N=C2N(N=C(C=C2)C=2C=C(C(=NC2C)C)C(=O)NCC2=NC=CC=C2OCC(F)(F)F)C1